2-bromo-5-(2-ethoxyethoxy)-1,3,4-thiadiazole BrC=1SC(=NN1)OCCOCC